C(#N)N1C2C(CC1CC2)N2CC(C2)N2N=CC(=C2C)C=2C=C(C=1N(C2)N=CC1C#N)OC 6-[1-[1-(7-Cyano-7-azabicyclo[2.2.1]heptan-2-yl)azetidin-3-yl]-5-methyl-pyrazol-4-yl]-4-methoxy-pyrazolo[1,5-a]pyridine-3-carbonitrile